3-(2-chloro-5-isobutylthiazol-4-yl)phenol ClC=1SC(=C(N1)C=1C=C(C=CC1)O)CC(C)C